2-benzyl-N-(cyclooctylmethyl)-1H-benzoimidazole-5-carboxamide C(C1=CC=CC=C1)C1=NC2=C(N1)C=CC(=C2)C(=O)NCC2CCCCCCC2